N-{1-(2,3-Dihydroinden-1-ylidene)-2-oxo-2-[(2-oxospiro-[1H-indole-3,4'-oxane]-6-yl)-amino]ethyl}-2-methylpyrazole-3-carboxamide C1(CCC2=CC=CC=C12)=C(C(NC1=CC=C2C(=C1)NC(C21CCOCC1)=O)=O)NC(=O)C=1N(N=CC1)C